OCCN1C=NC(=C1)C=1C=CC=2N(C1)N=CC2N2CCN(CC2)C(=O)OC(C)(C)C tert-butyl 4-(6-(1-(2-hydroxyethyl)-1H-imidazol-4-yl)pyrazolo[1,5-a]pyridin-3-yl)piperazine-1-carboxylate